decanyl-trimethoxysilane C(CCCCCCCCC)[Si](OC)(OC)OC